ClC=1C=CC=C2C(C[C@H](OC12)C1=C(OC[C@H](C(=O)OC)NS(NCC)(=O)=O)C=C(C=C1)C(F)(F)F)=O methyl (2R)-3-[2-[(2S)-8-chloro-4-oxo-chroman-2-yl]-5-(trifluoromethyl)phenoxy]-2-(ethylsulfamoylamino)propanoate